4-((3-((2-(difluoromethoxy)-6-methylpyridin-3-yl)carbamoyl)-3-(2-isopropylphenyl)azetidin-1-yl)methyl)cyclohexane-1-carboxylic acid FC(OC1=NC(=CC=C1NC(=O)C1(CN(C1)CC1CCC(CC1)C(=O)O)C1=C(C=CC=C1)C(C)C)C)F